phenyl-lithium (2,4,6-trimethyl-benzoyl)phosphate sodium L-phenylalanyl-L-cysteinate N[C@@H](CC1=CC=CC=C1)C(=O)N[C@@H](CS)C(=O)[O-].[Na+].CC1=C(C(=O)OP(=O)(O)O)C(=CC(=C1)C)C.C1(=CC=CC=C1)[Li]